ClC1=NC=C(C(=C1)N1CCC2(CC1)CCN(CC2)C)C#CC=2C=NN(C2)CC2CC2 3-(2-chloro-5-((1-(cyclopropylmethyl)-1H-pyrazol-4-yl)ethynyl)pyridin-4-yl)-9-methyl-3,9-diazaspiro[5.5]undecane